C(C)(C)(C)OC(=O)N1C(CCC1)C1=CC(=C(C=C1)Br)F (4-bromo-3-fluorophenyl)pyrrolidine-1-carboxylic acid tert-butyl ester